(3S,8S,9S,10R,13R,14S,17R)-10,13-dimethyl-17-((R)-6-methylheptan-2-yl)-2,3,4,7,8,9,10,11,12,13,14,15,16,17-tetradecahydro-1H-cyclopenta[a]phenanthren-3-yl 3-(pyridin-4-yl)propanoate N1=CC=C(C=C1)CCC(=O)O[C@H]1CC[C@@]2([C@H]3CC[C@@]4([C@H](CC[C@H]4[C@@H]3CC=C2C1)[C@H](C)CCCC(C)C)C)C